COC=1C=C(C=NC1OCCOC)C1=NC(=C2C(=N1)N(N=C2)C2=CC=C(C=C2)OC)NC(=O)C=2SC(=CC2)[N+](=O)[O-] N-(6-(5-methoxy-6-(2-methoxyethoxy)pyridin-3-yl)-1-(4-methoxyphenyl)-1H-pyrazolo[3,4-d]pyrimidin-4-yl)-5-nitrothiophene-2-carboxamide